N-[(1S)-1-benzyl-3,3,3-trifluoro-1-methylpropyl]fluoro-quinoline-3-carboxamide C(C1=CC=CC=C1)[C@](CC(F)(F)F)(C)NC(=O)C=1C(=NC2=CC=CC=C2C1)F